Cl.Cl.O1C(=CC2=C1C=CC=C2)C2=CC1=C(C=N2)C(CN1C(CN1[C@H](CN[C@@H](C1)C)COC)=O)(C)C 1-[6-(1-Benzofuran-2-yl)-3,3-dimethyl-1H,2H,3H-pyrrolo[3,2-c]pyridin-1-yl]-2-[(2R,5R)-2-(methoxymethyl)-5-methylpiperazin-1-yl]ethan-1-one dihydrochloride